N-Methyl-N-(pyridin-3-ylmethyl)-8-(4-(hydroxymethyl)phenyl)-9H-purin-6-amine CN(C1=C2N=C(NC2=NC=N1)C1=CC=C(C=C1)CO)CC=1C=NC=CC1